4-(1-carbamimidoyl-1,2,3,6-tetrahydro-pyridin-4-yl)-N-[4-(1-carbamimidoyl-1,2,3,6-tetrahydro-pyridin-4-yl)-5-methoxy-2-methyl-phenyl]-3-fluoro-benzamide C(N)(=N)N1CCC(=CC1)C1=C(C=C(C(=O)NC2=C(C=C(C(=C2)OC)C=2CCN(CC2)C(N)=N)C)C=C1)F